5-cyclohexyl-5,6,7,8-tetrahydro-2,7-naphthyridine-3-carboxylic acid ethyl ester C(C)OC(=O)C=1N=CC=2CNCC(C2C1)C1CCCCC1